2-(4-ethylphenyl)-1,3-thiazol C(C)C1=CC=C(C=C1)C=1SC=CN1